(2-cyclopropylthiazol-5-yl)methanone C1(CC1)C=1SC(=CN1)C=O